OC=1C=C(C=CC1O)C1=C(C(=O)O)C=C(C(=C1O)O)C[C@@H]([C@@H](C1=CC=C(C=C1)O)O)O (2R,3S)-2-(3,4-dihydroxyphenyl)-3,4-dihydroxy-5-[(2S,3R)-2,3-dihydroxy-3-(4-hydroxyphenyl)propyl]benzoic acid